C(C)(C)(C)OC(=O)N1C2=C(C(=C(CC1)C(C1=C(C(=CC(=C1)C)Br)Br)=O)O)C=CC=C2 4-(2,3-Dibromo-5-methylbenzoyl)-5-hydroxy-2,3-dihydro-1H-benzo[b]azepine-1-carboxylic acid tert-butyl ester